3-bromo-1-(2,2-difluoroethyl)-1H-indazole-5-carboxylic acid methyl ester COC(=O)C=1C=C2C(=NN(C2=CC1)CC(F)F)Br